CN(C)CC1=CC=C(C=C1)S(=O)(=O)NC(=O)CC1=C(C=C(C=C1C(C)C)C1=CC=C(C=C1)NC(OC(C)(C)C)=O)C(C)C tert-butyl N-(4-{4-[({4-[(dimethylamino)methyl]benzene-sulfonyl}carbamoyl)methyl]-3,5-bis(propan-2-yl)phenyl}phenyl)carbamate